((1S,3S,5S)-2-azabicyclo[3.1.0]hexane-3-yl)methanol [C@H]12N[C@@H](C[C@@H]2C1)CO